N1(CCC1)C(=O)C1=NC2=CC(=NC=C2C=C1C=1C=NC(=CC1C)[C@@H](CC)O)NC(=O)[C@@H]1[C@@H](C1)F (1R,2R)-N-(2-(azetidine-1-carbonyl)-3-(6-((R)-1-hydroxypropyl)-4-methylpyridin-3-yl)-1,6-naphthyridin-7-yl)-2-fluorocyclopropane-1-carboxamide